2-[((propionyl)oxy)methyl]-2-(bromomethyl)propyl 2-methylpropanoate CC(C(=O)OCC(C)(CBr)COC(CC)=O)C